FC1=C(C(=C(C=C1C1=NN(C2=C1C=NC(=C2)N2C1(CC1)COCC2)C)C(F)(F)F)F)O 2,6-Difluoro-3-(1-methyl-6-(7-oxa-4-azaspiro[2.5]octan-4-yl)-1H-pyrazolo[4,3-c]pyridin-3-yl)-5-(trifluoromethyl)phenol